(R)-N-(2-(4-Cyanothiazolidin-3-yl)-2-oxoethyl)-6-(4,4-dimethylpiperidin-1-yl)quinoline-4-carboxamide C(#N)[C@H]1N(CSC1)C(CNC(=O)C1=CC=NC2=CC=C(C=C12)N1CCC(CC1)(C)C)=O